1-(2-(1H-pyrazol-4-yl)ethyl)-N-(6-(thiophene-2-sulfonamido)thiazolo[4,5-c]pyridin-2-yl)piperidine-4-carboxamide N1N=CC(=C1)CCN1CCC(CC1)C(=O)NC=1SC2=C(C=NC(=C2)NS(=O)(=O)C=2SC=CC2)N1